OC[C@@]12[C@H]([C@@H]([C@H](CN2[C@@H]1CO)O)O)O (3S,4R,5R,6R,7S)-6,7-bis(hydroxymethyl)-1-azabicyclo[4.1.0]heptane-3,4,5-triol